4-hydroxy-7-methoxy-3-(2,2,2-trifluoroethan-1-one-1-yl)-2H-naphtho[1,2-b]pyran-2-one OC=1C2=C(OC(C1C(C(F)(F)F)=O)=O)C1=CC=CC(=C1C=C2)OC